5-oxo-4,5-dihydropyrrolo[1,2-a]quinazoline-2-carbaldehyde O=C1NC=2N(C3=CC=CC=C13)C=C(C2)C=O